N-[[2,3-difluoro-4-[5-(trifluoromethyl)-1,2,4-oxadiazol-3-yl]phenyl]methyl]butanamide FC1=C(C=CC(=C1F)C1=NOC(=N1)C(F)(F)F)CNC(CCC)=O